tert-butyl (S)-4-(((4-((2,2-difluoroethyl) amino)-2-(methylsulfanyl) pyrimidin-5-yl) methyl) amino)-3,4-dihydroquinoline-1(2H)-carboxylate FC(CNC1=NC(=NC=C1CN[C@H]1CCN(C2=CC=CC=C12)C(=O)OC(C)(C)C)SC)F